ClC1=NC=NC=C1NC(C)=O N-(4-chloropyrimidin-5-yl)acetamide